3,5-di-tert-butyl-4-hydroxy-phenyl-propionic acid methyl ester COC(C(C)C1=CC(=C(C(=C1)C(C)(C)C)O)C(C)(C)C)=O